iron lithium salt [Li].[Fe]